5-iodo-3-methyl-1,2-thiazole IC1=CC(=NS1)C